FC(C)(F)C1=NC=NC=C1CNC(=O)C=1C=NC(=C(C1)F)OC(F)F N-{[4-(1,1-difluoroethyl)-pyrimidin-5-yl]methyl}-6-(difluoromethoxy)-5-fluoropyridine-3-carboxamide